didodecyl-(dimethyl)nitrogen bromide C(CCCCCCCCCCC)C(N(C)Br)CCCCCCCCCCCC